(6-methoxy-3-methyl-pyridin-2-yl)methanone COC1=CC=C(C(=N1)C=O)C